1-(3-(4-(2-chloro-3-fluorophenyl)piperidine-1-carbonyl)-1,4,5,7-tetrahydro-6H-pyrazolo[3,4-c]pyridin-6-yl)ethan-1-one ClC1=C(C=CC=C1F)C1CCN(CC1)C(=O)C1=NNC=2CN(CCC21)C(C)=O